4,4-dimethylhept-6-yn-1-ol CC(CCCO)(CC#C)C